2-(6-bromo-1-oxospiro[3H-isoquinoline-4,1'-cyclopropane]-2-yl)prop-2-enoic acid tert-butyl ester C(C)(C)(C)OC(C(=C)N1C(C2=CC=C(C=C2C2(CC2)C1)Br)=O)=O